3-(4-chlorobenzylidene)isobenzofuran-1(3H)-one ClC1=CC=C(C=C2OC(C3=CC=CC=C23)=O)C=C1